3-(pyrrolidin-2-ylmethyl)benzimidazole-5-carboxylic acid N1C(CCC1)CN1C=NC2=C1C=C(C=C2)C(=O)O